Methyl (1R,5S)-2-oxo-3-oxabicyclo[3.1.0]hexane-1-carboxylate O=C1[C@@]2(C[C@@H]2CO1)C(=O)OC